2-[[2-(4-cyanophenyl)acetyl]amino]-4-[2-phenoxyethyl-[4-(5,6,7,8-tetrahydro-1,8-naphthyridin-2-yl)butyl]amino]butanoic acid C(#N)C1=CC=C(C=C1)CC(=O)NC(C(=O)O)CCN(CCCCC1=NC=2NCCCC2C=C1)CCOC1=CC=CC=C1